N[C@@H]1C([C@@H](O[C@H](C1)OC)C)=O (2S,4S,6R)-4-amino-6-methoxy-2-methyl-tetrahydropyran-3-one